FC1(CN(CC1)C=1N=CC=2N(C1)C(=CN2)C=2C(=NC=CC2)N[C@H]2CNC[C@@H]2F)F (6-(3,3-difluoropyrrolidin-1-yl)imidazo[1,2-a]pyrazin-3-yl)-N-((3S,4S)-4-fluoropyrrolidin-3-yl)pyridin-2-amine